C(C)(C)(C)OC(=O)N1CCC(=CCC1)OS(=O)(=O)C(F)(F)F 4-(((trifluoromethyl)sulfonyl)oxy)-2,3,6,7-tetrahydro-1H-azepine-1-carboxylic acid tert-butyl ester